METHOXYDIBENZOYLMETHANE COC(C(C1=CC=CC=C1)=O)C(C1=CC=CC=C1)=O